(4-(1-(hydroxymethyl)-4-methyl-6-oxo-1,4,5,6-tetrahydropyridazin-3-yl)phenyl)carbamic acid tert-butyl ester C(C)(C)(C)OC(NC1=CC=C(C=C1)C1=NN(C(CC1C)=O)CO)=O